C(C)(C)SC=1C=2N(C=C(C1)C=1C=NN(C1)[C@@H]1CNCCC1)N=CC2C#N 4-isopropylsulfanyl-6-[1-[(3S)-3-piperidyl]pyrazol-4-yl]pyrazolo[1,5-a]pyridine-3-carbonitrile